BrC1=C(OCOCC[Si](C)(C)C)C=C(C(=C1)Cl)Cl [2-(2-bromo-4,5-dichlorophenoxymethyloxy)ethyl]trimethylsilane